[(1R,2R,5R)-2-[2,6-dimethoxy-4-(2-methyloctan-2-yl)phenyl]-7,7-dimethyl-4-bicyclo[3.1.1]hept-3-enyl]methanol COC1=C(C(=CC(=C1)C(C)(CCCCCC)C)OC)[C@H]1[C@H]2C[C@@H](C(=C1)CO)C2(C)C